TMS-pyrrole [Si](C)(C)(C)C=1NC=CC1